[Au].COC1=C(C(=O)NC2=CC=C(C=C2)OC)C(=CC(=C1)OC)\C=C\C1=CC=C(C=C1)OCC(N1CCCCC1)=O (E)-2,4-dimethoxy-N-(4-methoxyphenyl)-6-(4-(2-oxo-2-(piperidin-1-yl)ethoxy)styryl)benzamide Gold